1-(4-{7-cyclopropyl-5-[(1R)-1-methyl-1,2,3,4-tetrahydroisoquinoline-2-carbonyl]-pyrazolo[1,5-a]pyrimidin-2-yl}-3-fluorophenyl)pyrrolidine-3-sulfonic acid amide C1(CC1)C1=CC(=NC=2N1N=C(C2)C2=C(C=C(C=C2)N2CC(CC2)S(=O)(=O)N)F)C(=O)N2[C@@H](C1=CC=CC=C1CC2)C